4-((2-azaspiro[3.3]heptan-2-yl)sulfonyl)-2-(3,7-dimethylocta-2,6-dien-1-yl)-5-pentylbenzene-1,3-diol C1N(CC12CCC2)S(=O)(=O)C2=C(C(=C(C=C2CCCCC)O)CC=C(CCC=C(C)C)C)O